O=C1N(C2=CC=C(C=C2CC1)C1=CC=C(C=C1)C(F)(F)F)CC(C(=O)OC(C)(C)C)=C tert-butyl 2-[[2-oxo-6-[4-(trifluoromethyl) phenyl]-3,4-dihydroquinolin-1-yl]methyl]prop-2-enoate